2-(butylamino)benzonitrile C(CCC)NC1=C(C#N)C=CC=C1